COC1=C(N)C=CC(=C1)OC 2,4-dimeth-oxyaniline